C1(CC1)C1=NC(=CC2=C1CN(C2=O)C2=CC(=CC=C2)C2(COC2)CC2=NN=CN2C)C(C)N2CCCC2 4-Cyclopropyl-2-(3-(3-((4-methyl-4H-1,2,4-triazol-3-yl)methyl)oxetan-3-yl)phenyl)-6-(1-(pyrrolidin-1-yl)ethyl)-2,3-dihydro-1H-pyrrolo[3,4-c]pyridin-1-one